3-((tert-Butyldimethylsilyl)oxy)-1-methyl-1H-pyrazole [Si](C)(C)(C(C)(C)C)OC1=NN(C=C1)C